4-((3-fluoro-5-(1-(tetrahydro-2H-pyran-2-yl)-1H-pyrazol-5-yl)pyridin-2-yl)oxy)-N-hydroxybenzimidamide FC=1C(=NC=C(C1)C1=CC=NN1C1OCCCC1)OC1=CC=C(C(NO)=N)C=C1